C(C)OP(=O)(OCC)N[C@@H](CO)C(=O)O diethoxyphosphorylserine